FC(OC=1C(=CC=C2CN(C(C12)=O)C1C(NC(CC1)=O)=O)CO)F 3-(7-(difluoromethoxy)-6-(hydroxymethyl)-1-oxoisoindolin-2-yl)piperidine-2,6-dione